CC1=NN=C(S1)NC(C[C@]1(N=C(SC1C)C1=CC=CC=C1)[C@H](CC1=CC=C(C=C1)[N+](=O)[O-])NS(O)(=O)=O)C=1N=C(SC1)C1=CC=CC=C1 (S)-4-[2-(5-methyl-1,3,4-thiadiazol-2-ylamino)-2-(2-phenylthiazol-4-yl)ethyl](S)-5-methyl-N-[2-(4-nitrophenyl)-1-(2-phenylthiazol-4-yl)ethyl]sulfamic acid